C(C)(C)(C)OC(=O)N1CCC(CC1)CN1CCN(CC1)CC1=CC=C(C=C1)N 4-((4-(4-aminobenzyl)piperazin-1-yl)methyl)piperidine-1-carboxylic acid tert-butyl ester